COC(C[C@H]1[C@@H](C([C@@H]2O[C@@H]([C@@H](C[C@@H]2O1)O)CCO)C)OCC1=CC=C(C=C1)OC)OC (2r,3r,4as,6s,7r,8as)-6-(2,2-dimethoxyethyl)-2-(2-hydroxyethyl)-7-((4-methoxybenzyl)oxy)-8-methyl-octahydropyrano[3,2-b]pyran-3-ol